yttrium eicosenoate C(C=CCCCCCCCCCCCCCCCCC)(=O)[O-].[Y+3].C(C=CCCCCCCCCCCCCCCCCC)(=O)[O-].C(C=CCCCCCCCCCCCCCCCCC)(=O)[O-]